C12(NCCCC2CC1)C(=O)O.C(CCC)[C@@H]1NC(N(C1=O)C1CC2(CC(C2)OC2=NC=CC=C2C(=O)N)C1)=O 2-{[(αr)-6-[(4S)-4-butyl-2,5-dioxoimidazolidin-1-yl]spiro[3.3]heptane-2-yl]oxy}pyridine-3-carboxamide 2-azabicyclo[4.2.0]octane-1-carboxylate